N-(2-(5-bromo-2-ethoxy-6-methoxy-1H-benzimidazol-1-yl)ethyl)acetamide BrC1=CC2=C(N(C(=N2)OCC)CCNC(C)=O)C=C1OC